1-bromo-4-chloro-2-(4-chlorophenoxy)benzene BrC1=C(C=C(C=C1)Cl)OC1=CC=C(C=C1)Cl